OC=1C(=NC=CC1)NC(=O)C1=CC=C(C(=O)O)C=C1 4-((3-hydroxypyridin-2-yl)carbamoyl)benzoic acid